propyl-(9z,12z)-octadeca-9,12-dienoic acid C(CC)C(C(=O)O)CCCCCC\C=C/C\C=C/CCCCC